O[C@@H]1CC[C@@]2([C@H]3CC[C@@]4([C@H](CC[C@H]4[C@@H]3[C@H](C[C@@H]2C1)O)[C@@H](CCC(=O)N[C@H](C(=O)O)CC1=CNC2=CC=CC=C12)C)C)C (S)-2-((R)-4-((3R,5S,7S,8R,9S,10S,13R,14S,17R)-3,7-dihydroxy-10,13-dimethyl-hexadecahydro-1H-cyclopenta[a]phenanthren-17-yl)pentanamido)-3-(1H-indol-3-yl)propanoic acid